4-(5-(2,4-difluorophenyl)-2,3-dimethylpyrido[3,4-b]pyrazin-7-yl)-2-(2-methylpyridin-4-yl)morpholine FC1=C(C=CC(=C1)F)C1=NC(=CC=2C1=NC(=C(N2)C)C)N2CC(OCC2)C2=CC(=NC=C2)C